benzyl rac-(1R,4R,5S)-5-hydroxy-2-azabicyclo[2.2.0]hexane-2-carboxylate O[C@@H]1[C@@H]2CN([C@@H]2C1)C(=O)OCC1=CC=CC=C1 |r|